2-((2-(2-(tert-Butyl)pyrimidin-4-yl)-1H-indol-5-yl)sulfonyl)acetic acid C(C)(C)(C)C1=NC=CC(=N1)C=1NC2=CC=C(C=C2C1)S(=O)(=O)CC(=O)O